4-(4-chlorophenyl)-2,6-diphenylpyridine ClC1=CC=C(C=C1)C1=CC(=NC(=C1)C1=CC=CC=C1)C1=CC=CC=C1